CC1=CC=CC(=N1)C1=C(N=CN1)C=1C=C2C=C(C=NC2=CC1)NCC(=O)O 2-[[6-[5-(6-methyl-2-pyridyl)-1H-imidazol-4-yl]-3-quinolyl]amino]acetic acid